2-(4-fluorophenyl)-4-(2-methoxyphenyl)-2,3-dihydro-1H-pyrrolo[3,4-c]pyridin-1-one FC1=CC=C(C=C1)N1CC=2C(=NC=CC2C1=O)C1=C(C=CC=C1)OC